[(7R,9aR)-7-(4-chlorophenyl)-1,3,4,6,7,8,9,9a-octahydropyrido[1,2-a]pyrazin-2-yl]-(4-chloro-1-methylpyrazolo[3,4-b]pyridin-5-yl)methanone ClC1=CC=C(C=C1)[C@H]1CC[C@H]2N(CCN(C2)C(=O)C=2C(=C3C(=NC2)N(N=C3)C)Cl)C1